FC1=C(C=NS(=O)C(C)(C)C)C=CC=C1 N-(2-fluorobenzylidene)-2-methylpropane-2-sulfinamide